[4-[(4-nitrophenoxy)carbonyloxymethyl]phenyl] (Z)-octadec-9-enoate C(CCCCCCC\C=C/CCCCCCCC)(=O)OC1=CC=C(C=C1)COC(=O)OC1=CC=C(C=C1)[N+](=O)[O-]